1-(9-chloro-5,6,8,9,10,11-hexahydro-7H-5,9:7,11-dimethanobenzo[9]annulen-7-yl)-3-(1-propionylpiperidin-4-yl)urea ClC12CC3(CC(C4=C(C(C1)C3)C=CC=C4)C2)NC(=O)NC2CCN(CC2)C(CC)=O